(3-(tert-butyl)phenyl)methylamine C(C)(C)(C)C=1C=C(C=CC1)CN